1,4-bis(trichloroethylsilylethyl)benzeneacetoxyindoleglyoxylic acid diethylamide C(C)N(C(C(=O)C=1NC2=CC=CC=C2C1OC(CC1(CC=C(C=C1)CC[SiH2]CC(Cl)(Cl)Cl)CC[SiH2]CC(Cl)(Cl)Cl)=O)=O)CC